1-methyl-3-(2-methylpropyl)-cyclohexanol CC1(CC(CCC1)CC(C)C)O